2,4-dichlorophenylpyridinyl ketone ClC1=C(C=CC(=C1)Cl)C=1C(=NC=CC1)C(=O)C1=NC=CC=C1C1=C(C=C(C=C1)Cl)Cl